C1(CC1)C1=C(OC=2CCC3=CN(N=C3C21)CC2=NC=CC=C2)C(=O)NC[C@H]2OCCC2 8-Cyclopropyl-2-(pyridin-2-ylmethyl)-N-[(2S)-tetrahydrofuran-2-ylmethyl]-4,5-dihydro-2H-furo[2,3-g]indazole-7-carboxamide